(2R,3S,5R)-3-(3,4-difluoro-2-methoxyphenyl)-5-methyl-N-(3-thiocyanatophenyl)-5-(trifluoromethyl)tetrahydrothiophene-2-carboxamide FC=1C(=C(C=CC1F)[C@H]1[C@@H](S[C@](C1)(C(F)(F)F)C)C(=O)NC1=CC(=CC=C1)SC#N)OC